NC=1C(=NC=CN1)S(=O)(=O)NC(=O)C=1C(=NC(=CC1)C1=CC(=CC(=C1)OC(C)C)F)C1=CC=C(C=C1)C N-(3-Aminopyrazin-2-yl)sulfonyl-6-(3-fluoro-5-isopropoxyphenyl)-2-(p-tolyl)pyridin-3-carboxamid